1-fluoro-4-((3-methylbutan-1,2-dien-1-yl)sulfonyl)benzene FC1=CC=C(C=C1)S(=O)(=O)C=C=C(C)C